7-(7-(5,6-dimethyl-1H-indazol-4-yl)-2-((1-((dimethylamino)methyl)cyclopropyl)methoxy)-5,6,7,8-tetrahydropyrido[3,4-d]pyrimidin-4-yl)-2-thia-1,3,7-triazaspiro[4.5]decane 2,2-dioxide CC=1C(=C2C=NNC2=CC1C)N1CC=2N=C(N=C(C2CC1)N1CC2(CNS(N2)(=O)=O)CCC1)OCC1(CC1)CN(C)C